tert-butyl (3-((6-(4-methoxy-5H-pyrrolo[3,2-d]pyrimidin-5-yl)-2-methyl-1H-imidazo[4,5-b]pyridin-1-yl)methyl)phenyl)carbamate COC=1C2=C(N=CN1)C=CN2C=2C=C1C(=NC2)N=C(N1CC=1C=C(C=CC1)NC(OC(C)(C)C)=O)C